ClC=1C(=NC(=CC1B1OC(C(O1)(C)C)(C)C)OC)OC 3-chloro-2,6-dimethoxy-4-(4,4,5,5-tetramethyl-1,3,2-dioxaborolan-2-yl)pyridine